N(C(C(=O)[O-])CC(=O)[O-])C(C(=O)[O-])CC(=O)[O-].[Na+].[Na+].[Na+].[Na+] sodium iminodisuccinat